racemic-p-boronophenylalanine B(O)(O)C1=CC=C(C[C@H](N)C(=O)O)C=C1 |r|